FC=1C=NN(C1)[C@H]1[C@@H](CC1)C=1NC(C2=C(N1)N(N=C2C#N)[C@H](C)C=2C=NC(=CC2)C(F)(F)F)=O 6-((1R,2R)-2-(4-fluoro-1H-pyrazol-1-yl)cyclobutyl)-4-oxo-1-((R)-1-(6-(trifluoromethyl)pyridin-3-yl)ethyl)-4,5-dihydro-1H-pyrazolo[3,4-d]pyrimidine-3-carbonitrile